(1,1-dimethylethyl-dimethylsilyl)-2'-O-methyl-adenosine CC(C)(C)[Si](C)(C)[C@@]1([C@H](OC)[C@H](O)[C@@H](CO)O1)N1C=NC=2C(N)=NC=NC12